3-fluoro-1-hexyl-1H-pyrrole-2,5-dione FC=1C(N(C(C1)=O)CCCCCC)=O